NC1=C(C=C(C=N1)NC(C(=O)N1[C@H](CC[C@@H](C1)C)C1=CC(=C(C=C1)CCN(C)C)Cl)=O)CC N-(6-amino-5-ethylpyridin-3-yl)-2-((2R,5S)-2-(3-chloro-4-(2-(dimethylamino)Ethyl)phenyl)-5-methylpiperidin-1-yl)-2-oxoacetamide